C(COCCOCCOCCOCCOCCOCCOCCOCCOCCOCCOCCOCCOCCOCCOCCOCCOCCOCCOCCOCCOCCOCCOCCOCCNCC(CCCCCCCCCCCCCC(=O)[O-])C(=O)[O-])C(=O)[O-] 3,6,9,12,15,18,21,24,27,30,33,36,39,42,45,48,51,54,57,60,63,66,69,72-tetracosaoxa-75-azanonacontane-1,77,90-tricarboxylate